CN1CC(C1)(C)[C@@](C=1C=C(C=NC1)C1=NOC=N1)(C1=CC(=C(C=C1)C(C)C)C)O 3-{5-[(R)-(1,3-Dimethyl-azetidin-3-yl)-hydroxy-(4-isopropyl-3-methyl-phenyl)-methyl]-pyridin-3-yl}-[1,2,4]oxadiazol